OCCCCCCCCOC1=CC=C(C(=O)C2=CC=C(C=CC(=O)O)C=C2)C=C1.C1(=CC=CC=C1)C1=CC=CC=C1 biphenyl 4-[4-(8-hydroxyoctyloxy)benzoyl]cinnamate